11-methoxy-1,4,5,6,7,8-hexahydro-2H-3,7-methanoazepino[5,4-b]indole COC1N2CCC3=C(NC=4C1CC=CC34)CC2